NC1(CC1)COC1=C(C=CC(=C1)C(F)(F)F)C=1OC2=C(C=CC=C2C(C1)=O)Cl 2-[2-[(1-aminocyclopropyl)methoxy]-4-(trifluoromethyl)phenyl]-8-chloro-chromen-4-one